C(#N)C1=NC(=CC(=C1)NC=1C(=NC(=C(N1)NC)C1=NC2=C(C=NC=C2)N1C)C(=O)N)C 3-[(2-Cyano-6-methyl-4-pyridyl)amino]-5-(methylamino)-6-(3-methylimidazo[4,5-c]pyridin-2-yl)pyrazine-2-carboxamide